CN1[C@H]2CC[C@H]2N(C1=O)C1=NC=C(C=C1)C#CC1=CC=CC=C1 |r| (rac)-(+/-)-(1SR,5RS)-2-methyl-4-(5-(phenylethynyl)pyridin-2-yl)-2,4-diazabicyclo[3.2.0]heptan-3-one